FC=1C=C(C=CC1OC1=NC=C(C=C1)NC(C1=C(C=C(C=C1)C(F)(F)F)F)=O)CNC(OC(C)(C)C)=O tert-Butyl {3-fluoro-4-[(5-{[2-fluoro-4-(trifluoromethyl)benzoyl]amino}pyridinyl)oxy]phenyl}methylcarbamate